C(C)OC([C@@H](ON1[C@@H]2C=C([C@H](N(C1=O)C2)C(NOCC2NC(CC2)=O)=O)C)F)=O (2S)-2-fluoro-2-[[(2S,5R)-3-methyl-7-oxo-2-[(5-oxopyrrolidin-2-yl)methoxycarbamoyl]-1,6-diazabicyclo[3.2.1]oct-3-en-6-yl]oxy]acetic acid ethyl ester